methyl 2-amino-5-(((tert-butoxycarbonyl)amino)methyl)benzoate NC1=C(C(=O)OC)C=C(C=C1)CNC(=O)OC(C)(C)C